Cl.N[C@@H]1C[C@H](CC1)NC1=NC=CC=C1C1=CC=CC(N1)=O 6-[[[(1S,3S)-3-aminocyclopentyl]amino]-3-pyridinyl]pyridin-2-one hydrochloride